C(C)(=O)N1C(CCCC1)C1=C(N(C=C1)S(N)(=O)=O)C(=O)O 3-[1-Acetyl-2-piperidyl]-1-sulfamoyl-pyrrole-2-carboxylic acid